(1S)-1-[(2R,3R,4S,5R)-5-[[1,1-dimethylethyl(dimethyl)silyl]oxymethyl]-3,4-dihydroxy-tetrahydrothiophen-2-yl]pyrimidine-2,4-dione CC(C)(C)[Si](OC[C@@H]1[C@H]([C@H]([C@@H](S1)N1C(NC(C=C1)=O)=O)O)O)(C)C